3,4-dihydro-2H-chromene-6-carboxylate O1CCCC2=CC(=CC=C12)C(=O)[O-]